CC=1C=C(C=CC1C1=CN=CO1)NC(=O)C1COC2=CC=CC=C2C1 N-(3-methyl-4-(oxazol-5-yl)phenyl)chroman-3-carboxamide